(2R)-2-acetamido-N-benzyl-3-methoxypropionamide C(C)(=O)N[C@@H](C(=O)NCC1=CC=CC=C1)COC